(2S,3R,5R)-3-(((2-(2-(2-chloro-3,4-dihydroxybenzamido)acetyl)hydrazinecarbonyl)oxy)methyl)-3-methyl-7-oxo-4-thia-1-azabicyclo[3.2.0]heptane-2-carboxylic acid 4,4-dioxide ClC1=C(C(=O)NCC(=O)NNC(=O)OC[C@]2([C@@H](N3C(C[C@H]3S2(=O)=O)=O)C(=O)O)C)C=CC(=C1O)O